1-(2-methoxyethyl)-1-methylpyrrolidinium iodide [I-].COCC[N+]1(CCCC1)C